COC=1C2=C(N=C(N1)NC1CCN(CC1)C(C)=O)NC=C2C2=CC=1N(C=C2)N=CC1 1-(4-((4-methoxy-5-(pyrazolo[1,5-a]pyridin-5-yl)-7H-pyrrolo[2,3-d]pyrimidin-2-yl)amino)piperidin-1-yl)ethan-1-one